6-(7-Fluoro-2-methyl-2H-indazol-5-yl)-N-(1,2,2,6,6-pentamethylpiperidin-4-yl)[1,3]thiazolo[4,5-c]pyridin-2-amin FC1=CC(=CC2=CN(N=C12)C)C1=CC2=C(C=N1)N=C(S2)NC2CC(N(C(C2)(C)C)C)(C)C